C(C)N1C=C(C2=CC=CC=C12)C1=NC=NC=C1C(=O)[O-] 4-(1-ethyl-1H-indol-3-yl)pyrimidine-5-carboxylate